CC=1C(=NC=2CN(CCC2C1C1=C2C=NNC2=CC=C1C)C1COC1)N1CC2(CN(C2)C(C=C)=O)CC1 1-(6-(3-methyl-4-(5-methyl-1H-indazol-4-yl)-7-(3-oxetanyl)-5,6,7,8-tetrahydro-1,7-naphthyridin-2-yl)-2,6-diazaspiro[3.4]octan-2-yl)-2-propen-1-one